ethyl 1H-1,2,3-triazole-4-carboxylate N1N=NC(=C1)C(=O)OCC